cis-3-carboxylpentenedicarboxylic anhydride C(=O)(O)C(C=C1C(=O)OC1=O)CC